NC=1C2=C(N=CN1)N(C=C2C(=O)NC2=CC=C(C=C2)COC)C2(CC2)C 4-amino-N-(4-(methoxymethyl)phenyl)-7-(1-methylcyclopropyl)-7H-pyrrolo[2,3-d]pyrimidine-5-carboxamide